7-{[5,5-dimethyl-8-(4-methyl-1,2-oxazol-3-yl)-5H-chromeno[3,4-d]pyrimidin-3-yl]amino}-N-methyl-1H,2H,3H-pyrido[2,3-b][1,4]oxazine-1-carboxamide CC1(OC=2C=C(C=CC2C=2C1=NC(=NC2)NC2=CC1=C(OCCN1C(=O)NC)N=C2)C2=NOC=C2C)C